(2-dimethylamino-1-hydroxyethyl)-1,4-benzenediol CN(CC(O)C1=C(C=CC(=C1)O)O)C